epoxycyclohexylmethyl 3,4-epoxycyclohexanecarboxylate C1(CC2C(CC1)O2)C(=O)OCC21C(CCCC2)O1